C(C)(C)C1=CC(=CC=2N(C(N(C21)C)=O)C)N2CCCC1=CN=C(C=C21)OC 4-Isopropyl-6-(7-methoxy-3,4-dihydro-1,6-naphthyridin-1(2H)-yl)-1,3-dimethyl-1,3-dihydro-2H-benzo[d]imidazol-2-one